1-(7H-pyrrolo[2,3-d]pyrimidin-4-yl)piperidine-4-carboxamide N1=CN=C(C2=C1NC=C2)N2CCC(CC2)C(=O)N